tetrahydropyrimidin-4(1H)-one N1CNC(CC1)=O